C(#N)C1=CC(=C(C=C1)C1=CC(=NC(=C1)C1CC1)NC(C=1C(N(C=C(C1)CNC1(CCC1)C)C1CC1)=O)=O)C=1N=COC1C N-{4-[4-cyano-2-(5-methyl-1,3-oxazol-4-yl)phenyl]-6-cyclopropyl-2-pyridyl}-1-cyclopropyl-5-[(1-methylcyclobutylamino)methyl]-2-oxo-1,2-dihydronicotinamide